OC=1C=C(C=O)C=C(C1I)C 3-hydroxy-4-iodo-5-methyl-benzaldehyde